N=1C=NN2C1C=C(C=C2)OC2=C(C=C(C=C2)NC2=NC=NC1=CC=CC(=C21)O[C@@H]2C(CN(CC2)CC)(F)F)C (S)-N-(4-([1,2,4]triazolo[1,5-a]pyridin-7-yloxy)-3-methylphenyl)-5-((1-ethyl-3,3-difluoropiperidin-4-yl)oxy)quinazolin-4-amine